4-methyl-3-(1-propionyl-5-(p-tolyl)-4,5-dihydro-1H-pyrazol-3-yl)-1,8-naphthyridin-2(1H)-one CC1=C(C(NC2=NC=CC=C12)=O)C1=NN(C(C1)C1=CC=C(C=C1)C)C(CC)=O